1-(4-(4,4,5,5-tetramethyl-1,3,2-dioxaborolan-2-yl)-1,2,3,6-tetrahydropyridine-1-carbonyl)cyclopropane-1-carbonitrile CC1(OB(OC1(C)C)C=1CCN(CC1)C(=O)C1(CC1)C#N)C